2-(7-azaspiro[3.5]nonan-2-yl)-7-[2-cyano-3-[[ethyl(methyl)sulfamoyl]amino]-6-fluoro-phenoxy]quinoxaline C1C(CC12CCNCC2)C2=NC1=CC(=CC=C1N=C2)OC2=C(C(=CC=C2F)NS(N(C)CC)(=O)=O)C#N